C(C)(C)(C)OC(=O)N1C(C(CC1)(C)C)C(=O)O 1-tert-butoxycarbonyl-3,3-dimethyl-pyrrolidine-2-carboxylic acid